(2,3,4,6-tetrafluorophenyl)-1,3,2-dioxaborolane FC1=C(C(=CC(=C1F)F)F)B1OCCO1